piperazin-1-ylethylazacyclobutyldocosan-2-ol N1(CCNCC1)CCC(C(CCCCCCCCCCCCCCCCCCCC)O)N1CCC1